N1N=CC(=C1)C1=CC=C(C=C1)NC1=NC(=NC=C1)C=1C=C2CN(CC2=CC1)C(=O)OCC1=CC=CC=C1 benzyl 5-(4-((4-(1H-pyrazol-4-yl) phenyl) amino) pyrimidin-2-yl)isoindolin-2-carboxylate